NC1CC(C1)C(=O)N1CCN(CC1)C1=C(C(=O)NC)C=C(C=N1)C(F)(F)F 2-(4-((1R,3R)-3-aminocyclobutane-1-carbonyl)piperazine-1-yl)-N-methyl-5-(trifluoromethyl)nicotinamide